CN1C([C@H]2CC3=C(NC=4C=CC=CC34)[C@H](N2C(C1)=O)C1=CC2=C(C=C1)OCO2)=O (6r,12ar)-2,3,6,7,12,12a-hexahydro-2-methyl-6-(3,4-methylenedioxyphenyl)-pyrazino[2',1':6,1]pyrido[3,4-b]indole-1,4-dione